S1C(=NC=C1)C=1C=C(C=CC1)C(C)NC(C1=C(C=CC(=C1)OCC(F)(F)F)OCC(F)(F)F)=O N-(1-(3-(thiazol-2-yl)phenyl)ethyl)-2,5-bis(2,2,2-trifluoroethoxy)benzamide